7-fluorobenzoazepine-3-Carboxylic acid methyl ester COC(=O)C1=CNC2=C(C=C1)C=C(C=C2)F